BrC1=NC=C(C(=C1)\C=C\C1=CC=CC=C1)Br (E)-2,5-Dibromo-4-styrylpyridine